sodium [2-2H]acetate C(C[2H])(=O)[O-].[Na+]